C1(=CC=CC=C1)C1=NN=C(S1)CC1=CC=C(C(=O)NO)C=C1 4-[(5-phenyl-1,3,4-thiadiazol-2-yl)methyl]benzohydroxamic acid